OC1CCN(CC1)C(\C=C\C1=C(N=C2N1C=CC=C2)C2=CC=CC=C2)=O (E)-1-(4-hydroxypiperidin-1-yl)-3-(2-phenylimidazo[1,2-a]pyridin-3-yl)prop-2-en-1-one